NC=1C=2N(C=CN1)C(=NC2C2=C(C=C(C=C2)[C@](C)(C2=CC(=CC=C2)C(F)(F)F)O)OCC)[C@H]2CN1C(CC([C@@H]1CC2)(C)C)=O (6R,8aS)-6-[8-amino-1-(2-ethoxy-4-{(1S)-1-hydroxy-1-[3-(trifluoromethyl)phenyl]ethyl}phenyl)imidazo[1,5-a]pyrazin-3-yl]-1,1-dimethylhexahydroindolizin-3(2H)-one